7-(Phenylamino)-2-(((tetrahydro-2H-pyran-4-yl)thio)methyl)quinazolin-4(3H)-one C1(=CC=CC=C1)NC1=CC=C2C(NC(=NC2=C1)CSC1CCOCC1)=O